N-[(2R)-1,4-Dioxolan-2-ylmethyl]-8-methyl-2-{[(2R)-4-methylmorpholin-2-yl]methyl}-4,5-dihydro-2H-furo[2,3-g]indazole-7-carboxamide O1[C@@H](COC1)CNC(=O)C1=C(C2=C(CCC3=CN(N=C23)C[C@H]2CN(CCO2)C)O1)C